N1C(=NC2=NC=CC=C21)N 1H-imidazo[4,5-b]pyridin-2-amine